7-Bromobenzo-thiophene BrC1=CC=CC=2C=CSC21